FC1(CCC(CC1)C(=O)NC1CCN(CC1)C1=C(C=CC=C1)\C=C\C(=O)NO)F (E)-4,4-difluoro-N-(1-(2-(3-(hydroxyamino)-3-oxoprop-1-en-1-yl)phenyl)piperidin-4-yl)cyclohexane-1-carboxamide